8-(4'-phenyl-1,1'-biphenyl-3-yl)-5H,8H-indolo[2,3-c]carbazole C1(=CC=CC=C1)C1=CC=C(C=C1)C1=CC(=CC=C1)N1C=2C=CC=CC2C=2C3=C(C=CC12)NC1=CC=CC=C13